1,4-bis-(4-methylphenyl)-1,3-butadiene CC1=CC=C(C=C1)C=CC=CC1=CC=C(C=C1)C